5-fluoro-1,2,3,6-tetrahydropyridine-4-carboxylic acid ethyl ester C(C)OC(=O)C=1CCNCC1F